C(=O)C1=C(C=C(C=C1)B(O)O)C 4-FORMYL-3-METHYLPHENYLBORONIC ACID